NC=1C2=C(N=CN1)N(C(=C2C(=O)NC2=CC=C(C=C2)COC)C#N)C2(CC2)C 4-amino-6-cyano-N-[4-(methoxymethyl)phenyl]-7-(1-methylcyclopropyl)-7H-pyrrolo[2,3-d]pyrimidine-5-carboxamide